COCC1=CN(C=C1)CCN1CC2=C(C=3C=C(C=CC13)C=1C=NC(=CC1)OC)N(N=N2)C2=CC(=C(C=C2)N2CCNCC2)C(F)(F)F (S)-5-(2-(3-(methoxymethyl)pyrrol-1-yl)ethyl)-8-(6-methoxypyridin-3-yl)-1-(4-(Piperazin-1-yl)-3-(trifluoromethyl)phenyl)-1,5-dihydro-4H-[1,2,3]triazolo[4,5-c]quinoline